rac-Benzyl ((2S,3R,4R)-1-acetyl-2-cyclopropyl-3-methyl-6-morpholino-1,2,3,4-tetrahydro-1,5-naphthyridin-4-yl)carbamate C(C)(=O)N1[C@H]([C@@H]([C@H](C2=NC(=CC=C12)N1CCOCC1)NC(OCC1=CC=CC=C1)=O)C)C1CC1 |r|